C(C)(C)C1=NOC(=N1)N1CCC(CC1)[C@H](C)OC1=NN2C(S1)=NC(=C2)C=2C=NC(=NC2)S(=O)(=O)C (S)-3-isopropyl-5-(4-(1-((6-(2-(methylsulfonyl)pyrimidin-5-yl)imidazo[2,1-b][1,3,4]thiadiazol-2-yl)oxy)ethyl)piperidin-1-yl)-1,2,4-oxadiazol